Ethyl (2-(2-(1-Fluoronaphthalen-2-yl)Thiazol-4-yl)Acetyl)Glycinate FC1=C(C=CC2=CC=CC=C12)C=1SC=C(N1)CC(=O)NCC(=O)OCC